1-[(benzyl-oxy)carbonyl]piperidine-4-carboxylic acid C(C1=CC=CC=C1)OC(=O)N1CCC(CC1)C(=O)O